ethyl (4aS,5aR)-5a-methyl-1,4,4a,5,5a,6-hexahydrocyclopropa[f]indazole-3-carboxylate C[C@]12[C@H](CC=3C(=NNC3C1)C(=O)OCC)C2